NC(C(=O)O)(CCCCB(O)O)C1CCN(CC1)CC1=CC(=NN1C)C 2-amino-6-borono-2-(1-((1,3-dimethyl-1H-pyrazol-5-yl)methyl)piperidin-4-yl)hexanoic acid